C(C)OC(=O)C1=C(C=C(C=C1)Br)B(O)O 2-(ethoxycarbonyl)-5-bromophenylboronic acid